hydroxyethyl styreneformate C(=CC1=CC=CC=C1)C(=O)OCCO